(2S,5S)-5-methyltetrahydrofuran C[C@H]1CCCO1